pyridinium adenine N1=CN=C2N=CNC2=C1N.[NH+]1=CC=CC=C1